4-(3-((4-bromo-2-fluorophenoxy)methyl)phenoxy)piperidine BrC1=CC(=C(OCC=2C=C(OC3CCNCC3)C=CC2)C=C1)F